7-chloro-5-(5-(((5-fluoro-2,3-dihydrobenzofuran-4-yl)methyl)amino)-[1,2,4]triazolo[4,3-c]pyrimidin-8-yl)-2-methylbenzo[b]thiophene 1,1-dioxide ClC1=CC(=CC2=C1S(C(=C2)C)(=O)=O)C=2C=1N(C(=NC2)NCC2=C(C=CC3=C2CCO3)F)C=NN1